8-(2-methyl-6-((4-methylpiperazin-1-yl)methyl)pyridin-4-yl)-7-phenyl-[1,2,4]triazolo[4,3-c]pyrimidin-5-amine CC1=NC(=CC(=C1)C=1C=2N(C(=NC1C1=CC=CC=C1)N)C=NN2)CN2CCN(CC2)C